trimethylolhexadecene C(O)C(CCCCCCCCCCCCCC=C)(CO)CO